4-[4-(methoxycarbonyl)-4-phenylcyclohexyl]-1,4-diazepan-1-carboxylic acid ethyl ester C(C)OC(=O)N1CCN(CCC1)C1CCC(CC1)(C1=CC=CC=C1)C(=O)OC